NC(SC1=CC(=CC=C1)N)=C(CC#N)C#N 3-(amino((3-aminophenyl)thio)methylene)succinonitrile